CC(C(O)=N)CCS.SCCCC(OC)=N methyl 4-mercaptobutanoimidate (methyl-4-mercaptobutyrimidate)